C1(CC1)C=CC=1C=C(C(=NC1)C1=NC=2N(C=C1)N=C(C2)C(F)(F)F)S(=O)(=O)CC 5-(5-(2-cyclopropylvinyl)-3-(ethylsulfonyl)pyridin-2-yl)-2-(trifluoromethyl)pyrazolo[1,5-a]pyrimidine